N-(N-isopropylaminosulfonyl)-2-methylpropionamide C(C)(C)NS(=O)(=O)NC(C(C)C)=O